((3-((E)-2-(pyridin-4-yl)vinyl)-1H-indazol-6-yl)methylene)pyrrolidin-2-one trifluoroacetate FC(C(=O)O)(F)F.N1=CC=C(C=C1)/C=C/C1=NNC2=CC(=CC=C12)C=C1C(NCC1)=O